O[C@H]1[C@@H](CCCC1)NC(=O)C1=NC=CC=C1 N-[(1R,2R)-2-hydroxycyclohexyl]pyridine-2-carboxamide